CCCCCCCCCCCCCCCCCCCCCCCCCC(=O)[O-] The molecule is the conjugate base of cerotic acid. It has a role as a human metabolite and a Saccharomyces cerevisiae metabolite. It is a very long-chain fatty acid anion, a fatty acid anion 26:0 and an omega-methyl fatty acid anion. It is a conjugate base of a hexacosanoic acid.